(2-Cyclopropoxy-4-fluorophenyl)(6-(1-(5-fluoro-2-methylphenyl)-3-methyl-1H-pyrazol-5-yl)-2-azaspiro[3.3]hept-2-yl)methanone C1(CC1)OC1=C(C=CC(=C1)F)C(=O)N1CC2(C1)CC(C2)C2=CC(=NN2C2=C(C=CC(=C2)F)C)C